ClCC[C@@H](CCCCC(=O)OCC)O |r| racemic-ethyl 8-chloro-6-hydroxyoctanoate